3-(1-methyl-1H-pyrazol-3-ylphenyl)-2-(methylthio)pyrimidine CN1N=C(C=C1)C1=C(C=CC=C1)N1C(N=CC=C1)SC